FC=1C(=NC=C(C1)F)CNC(=O)C1=CN=C(S1)N1CCC(CC1)N1C[C@@H](CCC1)OCC(F)(F)F |r| rac-N-[(3,5-Difluoropyridin-2-yl)methyl]-2-[3-(2,2,2-trifluoroethoxy)[1,4'-bipiperidin]-1'-yl]-1,3-thiazole-5-carboxamide